(2s,3s,4r,5r)-5-(2-(5-ethylpyridin-3-yl)-6-((3-methylbenzyl)amino)-9H-purin-9-yl)-3,4-dihydroxy-N-(methyl-d3)tetrahydrofuran-2-carboxamide C(C)C=1C=C(C=NC1)C1=NC(=C2N=CN(C2=N1)[C@H]1[C@@H]([C@@H]([C@H](O1)C(=O)NC([2H])([2H])[2H])O)O)NCC1=CC(=CC=C1)C